C(C)(C)(C)OC(=O)N1CC(CC1)(C(=O)O)C (tert-butoxycarbonyl)-3-methylpyrrolidin-3-carboxylic acid